COC1=C(C=CC(=C1)OC)CN(C1=NC=C(C(=N1)OC)C(O)C1CC1)CC1=C(C=C(C=C1)OC)OC [2-[bis[(2,4-dimethoxyphenyl)methyl]amino]-4-methoxy-pyrimidin-5-yl]-cyclopropyl-methanol